5-bromo-N,4-dimethyl-pyridine-2-carboxamide BrC=1C(=CC(=NC1)C(=O)NC)C